NC1=NC=2C=NC(=CC2C2=C1C=NN2C)C(=O)N([C@@H]2COC1=C2C=NC(=C1)C(F)(F)F)C 4-amino-N,1-dimethyl-N-((3S)-6-(trifluoromethyl)-2,3-dihydrofuro[3,2-c]pyridin-3-yl)-1H-pyrazolo[4,3-c][1,7]naphthyridine-8-carboxamide